2-(4-((cyclohexylmethyl)(methyl)carbamoyl)-5'-fluoro-2'-(1-hydroxyallyl)-[1,1'-biphenyl]-3-yl)acetic acid C1(CCCCC1)CN(C(=O)C1=C(C=C(C=C1)C1=C(C=CC(=C1)F)C(C=C)O)CC(=O)O)C